3-((7-bromo-4-methylbenzofuran-2-yl)methyl)pyrido[4,3-d]pyrimidin-4(3H)-one BrC1=CC=C(C=2C=C(OC21)CN2C=NC1=C(C2=O)C=NC=C1)C